3,4,5-Trihydroxyl-tetrahydropyran-2-carboxylic acid OC1C(OCC(C1O)O)C(=O)O